glycerol butyrate salt C(CCC)(=O)O.OCC(O)CO